C(C)OC(COC1=C(C(C(=O)O)=CC=C1)C(=O)O)OCC (2,2-diethoxyethoxy)phthalic acid